ClC=1C=NN2C1C(NC1=CC(=CC=C21)CN2CC(C(=CC2)C=2C=NC(=CC2)C(=O)NC)C)=O 1'-((3-chloro-4-oxo-4,5-dihydropyrazolo[1,5-a]quinoxalin-7-yl)methyl)-N,3'-dimethyl-1',2',3',6'-tetrahydro-[3,4'-bipyridine]-6-carboxamide